(4-(azepan-1-yl)-4-oxobutanoyl)-DL-alanine methyl ester COC([C@@H](NC(CCC(=O)N1CCCCCC1)=O)C)=O |r|